methyl 2-((4-((6-((4-cyano-2-fluorophenoxy) methyl) pyridin-2-yl) oxy) piperidin-1-yl) methyl)-1-((1-ethyl-1H-imidazol-5-yl) methyl)-1H-benzo[d]imidazole-6-carboxylate C(#N)C1=CC(=C(OCC2=CC=CC(=N2)OC2CCN(CC2)CC2=NC3=C(N2CC2=CN=CN2CC)C=C(C=C3)C(=O)OC)C=C1)F